C(C)(C)(C)OC(=O)N1C2CC(CC1CC2)OC2=CC1=C(N=CN=C1Cl)C=N2 Endo-3-((4-chloropyrido[3,4-d]pyrimidin-6-yl)oxy)-8-azabicyclo[3.2.1]octane-8-carboxylic acid tert-butyl ester